CO[C@@H]1CC[C@@]2(C3CC[C@@]4(C(CCC4C3CCC2C1)[C@@H](CCC(=O)OCCCCNCCCCO)C)C)C 4-((4-hydroxybutyl)amino)butyl (4R)-4-((3R,10S,13R)-3-methoxy-10,13-dimethylhexadecahydro-1H-cyclopenta[a]phenanthren-17-yl)pentanoate